6-((2-aminomethyl-3-fluoroallyl)oxy)-2-methyl-3,4-dihydroisoquinoline NCC(COC=1C=C2CCN(CC2=CC1)C)=CF